1-((2-(diethylamino)ethyl)(3,4-dimethoxyphenyl)amino)naphthalen-2-ol C(C)N(CCN(C1=C(C=CC2=CC=CC=C12)O)C1=CC(=C(C=C1)OC)OC)CC